ClC1=CC=CC2=C1O[C@@H](C1=C2C=NC=2C=C(C=CC12)O)C1=CC=C(C=C1)OCCN1CC(C1)CF |r| Racemic-7-chloro-5-(4-{2-[3-(fluoromethyl)azetidin-1-yl]ethoxy}phenyl)-5H-[1]benzopyrano[4,3-c]quinolin-2-ol